C1(CCCC1)C1=C(C(=NC(=C1)C1=CC=C(C=C1)C)N)N Cyclopentyl-6-(p-tolyl)pyridine-2,3-diamine